C(CC#C)C=1C=NC=CC1 3-(but-3-yn-1-yl)pyridine